2-(1,4-dimethylpiperidin-4-yl)acetamide CN1CCC(CC1)(C)CC(=O)N